FC1=C(OC2=CC=NC3=CC(=C(C=C23)OC)OCCN(C(OC(C)(C)C)=O)C)C(=CC(=C1)NC(=O)C=1C=NC=CC1OC)F Tert-Butyl N-[2-({4-[2,6-Difluoro-4-(4-Methoxypyridine-3-Amido)Phenoxy]-6-Methoxyquinolin-7-yl}Oxy)Ethyl]-N-Methylcarbamate